2-(1-((2-(3,5-dichlorophenyl)-6-((6-(4-(3-sulfamoylpropyl)piperazin-1-yl)pyridin-3-yl)oxy)pyridin-4-yl)methyl)piperidin-4-yl)acetic acid ClC=1C=C(C=C(C1)Cl)C1=NC(=CC(=C1)CN1CCC(CC1)CC(=O)O)OC=1C=NC(=CC1)N1CCN(CC1)CCCS(N)(=O)=O